FC1(CC(C1)N1C=C(C=CC1=O)[C@@H]1OCC[C@@H](C1)C=1C=C(C=2N(N1)C(C(=C(N2)C)C)=O)C2CCC(CC2)(F)F)F 7-[(2R,4S)-2-[1-(3,3-difluorocyclobutyl)-6-keto-3-pyridyl]tetrahydropyran-4-yl]-9-(4,4-difluorocyclohexyl)-2,3-dimethyl-pyrimido[1,2-b]pyridazin-4-one